2-(1-(oxetan-3-yl)-1H-pyrazol-4-yl)-1H-pyrrole O1CC(C1)N1N=CC(=C1)C=1NC=CC1